2-[6-[(2R)-2-[(dimethylamino)methyl]morpholin-4-yl]pyridazin-3-yl]-3-methyl-5-(trifluoromethyl)phenol CN(C)C[C@@H]1CN(CCO1)C1=CC=C(N=N1)C1=C(C=C(C=C1C)C(F)(F)F)O